O[C@H]1CN(CC1)C(=O)OC1CCC(CC1)C(N(CC12CCC(CC1)(CC2)C2=CC(=C(C=C2)OC)C)C2=NC=CC(=C2)C=2C=NN(C2)C(C)(C)C)=O (R)-4-((4-(1-(tert-Butyl)-1H-pyrazol-4-yl)pyridin-2-yl)((4-(4-methoxy-3-methylphenyl)bicyclo[2.2.2]octan-1-yl)methyl)carbamoyl)cyclohexyl trans-3-hydroxypyrrolidine-1-carboxylate